2-(2-ethoxy-2-oxoethyl)cyclopent-1-ene-1-carboxylic acid methyl ester COC(=O)C1=C(CCC1)CC(=O)OCC